4-(tert-butoxymethyl)-2-chloro-5-(1-(4-nitro-1H-pyrazol-1-yl)ethyl)pyrimidine C(C)(C)(C)OCC1=NC(=NC=C1C(C)N1N=CC(=C1)[N+](=O)[O-])Cl